FC1=C(OC2=CC=C(C=C2)C(CC(=O)OC)=O)C=CC=C1 methyl 3-(4-(2-fluorophenoxy) phenyl)-3-oxopropionate